C(C)[Hf]C ethyl-methyl-hafnium